FC([C@@H]1CC[C@@H](N2C(C=3N(N1C2)C=C(C(C3O)=O)C(=O)NCC3=C(C=C(C=C3F)F)F)=O)C)F (1S,2S,5S)-2-(difluoromethyl)-8-hydroxy-5-methyl-7,9-dioxo-N-(2,4,6-trifluorobenzyl)-2,3,4,5,7,9-hexahydro-1,6-methanopyrido[1,2-b][1,2,5]triazonine-10-carboxamide